2-methylsulfanylethyl 2-[1-[(2,3-difluorophenyl)methyl]-5-oxopyrrolidin-2-yl]acetat FC1=C(C=CC=C1F)CN1C(CCC1=O)CC(=O)OCCSC